NC[C@@H](CC(=O)O)CCC (R)-3-aminomethyl-caproic acid